CC1=C(C(=O)NC=2SC(=NN2)OCC2=NC=C(C=C2)CCO)C(=CC(=N1)C)C1=C(C=CC=C1OC)F methyl-4-(2-fluoro-6-methoxyphenyl)-N-(5-((5-(2-hydroxyethyl)pyridin-2-yl)methoxy)-1,3,4-thiadiazol-2-yl)-6-methylnicotinamide